C(#N)C(C(=O)OCCC)(CCC)CC propyl 2-cyano-2-ethylpentanoate